FC(C(F)(F)Cl)(F)Cl tetrafluoroethylene dichloride